C(C)OC(CC1=CC(=CC=C1)C=1C(NC2=CC(=C(C=C2C1)C1=CC=C2C=CN(C2=C1)C)Cl)=O)=O 2-(3-(7-chloro-6-(1-methyl-1H-indol-6-yl)-2-oxo-1,2-dihydroquinolin-3-yl)phenyl)acetic acid ethyl ester